NC=1N=CC2=C(N1)N(C(S2)=O)[C@H]2[C@@H](C[C@H](O2)[C@H](CC)OC(C)=O)O Acetic acid [(1S)-1-[(2S,4R,5R)-5-(5-amino-2-oxo-thiazolo[4,5-d]pyrimidin-3-yl)-4-hydroxy-tetrahydrofuran-2-yl] propyl] ester